BrC=1C(=CC=C2C(=CNC12)C1=NC(=NC=C1C(F)(F)F)Cl)C#N 7-bromo-3-(2-chloro-5-(trifluoromethyl)pyrimidin-4-yl)-1H-indole-6-carbonitrile